(S)-2-((5-(4-(pyrrolidine-1-carbonyl)phenyl)pyrimidin-2-yl)amino)-6,6a,7,8-tetrahydro-9H-pyrido[2,3-b]pyrrolo[1,2-d][1,4]oxazin-9-one N1(CCCC1)C(=O)C1=CC=C(C=C1)C=1C=NC(=NC1)NC1=CC2=C(OC[C@H]3N2C(CC3)=O)N=C1